4-aminobutyryl-CoA NCCCC(=O)SCCNC(CCNC([C@@H](C(COP(OP(OC[C@@H]1[C@H]([C@H]([C@@H](O1)N1C=NC=2C(N)=NC=NC12)O)OP(=O)(O)O)(=O)O)(=O)O)(C)C)O)=O)=O